methyl (S)-4-(4-ethyl-5-fluoropyridin-3-yl)-2-methyl-5-oxo-1,4,5,7-tetrahydrofuro[3,4-b]pyridine-3-carboxylate C(C)C1=C(C=NC=C1F)[C@@H]1C2=C(NC(=C1C(=O)OC)C)COC2=O